CN1SC=CC1=O 2-methyl-isothiazol-3(2h)-one